C([O-])(O)=O.C(O)(O)=O.[Na+] sodium carbonate (bicarbonate)